C1[C@H]([C@@H]([C@H]([C@H](O1)O[C@H]2[C@@H]([C@H](O[C@H]([C@@H]2O)O[C@H]3[C@@H](CO[C@@H]([C@@H]3O)O[C@H]4[C@@H]([C@H](O[C@H]([C@@H]4O)O)C(=O)O)O)O)C(=O)O)O)O)O)O The molecule is a tetrasaccharide consisting of alternating D-glucuronic acid and D-xylosyl residues joined in sequence by (1->3)-linkages. A repeating unit in glycoprotein DAG1 It is a carbohydrate acid and a tetrasaccharide.